8-isopropyl-N-((8endo)-3-(2-methoxypyridin-4-yl)-3-azabicyclo[3.2.1]octan-8-yl)-5-(2,2,2-trifluoroethoxy)-[1,2,4]triazolo[1,5-a]pyridin-2-amine C(C)(C)C=1C=2N(C(=CC1)OCC(F)(F)F)N=C(N2)NC2C1CN(CC2CC1)C1=CC(=NC=C1)OC